NC1C2OC(C3CC(CC(C3C3NCCCC3C(C3NN(CC3[C@H](CN1)N2)C)=O)F)F)C (R)-23-amino-15,17-difluoro-4-methyl-20-methyl-7-oxo-21-oxa-4,5,12,24,26-pentaazapentacyclo[20.3.1.02,6.08,13.014,19]hexacosane